FC1=C(CONC(=O)C2=NC(=CN=C2)C2=CC=C(C=C2)OCCC2CN(C2)C)C=C(C=C1)OC N-((2-fluoro-5-methoxybenzyl)oxy)-6-(4-(2-(1-methylazetidin-3-yl)ethoxy)phenyl)pyrazine-2-carboxamide